(3S)-3-[tert-butyl(dimethyl)silyl]oxy-1-[2-(2-methylpyrazol-3-yl)oxyethyl]pyrrolidin-2-one [Si](C)(C)(C(C)(C)C)O[C@@H]1C(N(CC1)CCOC=1N(N=CC1)C)=O